2-(((2S,5R)-5-((R)-2-(5-chloropyridin-2-yl)-2-methylbenzo[d][1,3]dioxol-4-yl)tetrahydro-2H-pyran-2-yl)methyl)-1-(((S)-oxetan-2-yl)methyl)-1H-benzo[d]imidazole-6-carboxylic acid ClC=1C=CC(=NC1)[C@]1(OC2=C(O1)C=CC=C2[C@H]2CC[C@H](OC2)CC2=NC1=C(N2C[C@H]2OCC2)C=C(C=C1)C(=O)O)C